BrC=1C=2N(C=C(C1)C1CC1)C=C(N2)[C@@H](C)N[S@](=O)C(C)(C)C (R)-N-((R)-1-(8-bromo-6-cyclopropylimidazo[1,2-a]pyridin-2-yl)ethyl)-2-methylpropane-2-sulfinamide